C1(CC1)C(=O)NC1=NC=C(C(=O)NCC)C(=C1)NC1=CC=C2C=NN(C2=C1OC)CC 6-(Cyclopropanecarboxamido)-N-ethyl-4-((1-ethyl-7-methoxy-1H-indazol-6-yl)amino)nicotinamide